(3-(2-hydroxy-4-(trifluoromethyl)phenyl)-5-(2-hydroxyphenyl)-1H-1,2,4-triazol-1-yl)-4-chlorobenzophenone OC1=C(C=CC(=C1)C(F)(F)F)C1=NN(C(=N1)C1=C(C=CC=C1)O)C1=C(C(=O)C2=CC=CC=C2)C=CC(=C1)Cl